ethyl 7-isopropyl-3-(4-sulfamoylphenyl)-1H-indole-2-carboxylate C(C)(C)C=1C=CC=C2C(=C(NC12)C(=O)OCC)C1=CC=C(C=C1)S(N)(=O)=O